CN1CCN(CC1)C1=CC(=NC=N1)N 6-(4-methylpiperazin-1-yl)pyrimidin-4-amine